C1(CC1)C=1SC(=CN1)C=1C=C(C=CC1)N(C(=O)[C@@H]1CC[C@H](CC1)C(=O)OC)CC12CCC(CC1)(CC2)C2=CC(=C(C=C2)OC)C trans-Methyl 4-((3-(2-cyclopropylthiazol-5-yl)phenyl)((4-(4-methoxy-3-methylphenyl) bicyclo[2.2.2]octan-1-yl)methyl) carbamoyl)cyclohexane-carboxylate